2-(3,5-dimethoxy-4-((4-methylpentyl)thio)phenyl)ethanamine COC=1C=C(C=C(C1SCCCC(C)C)OC)CCN